piperidinylcyclohexane N1(CCCCC1)C1CCCCC1